1-hydroxy-10,10-dimethyl-4-phenyl-2-(2,2,2-trifluoroethan-1-on-1-yl)-10H-indeno[2,3-g]quinolin ON1C(C=C(C2=CC=3C(C=C12)=C1C(C=CC=C1C3)(C)C)C3=CC=CC=C3)C(C(F)(F)F)=O